CC(C1=CC=CC=C1)NC(=O)N α-methylbenzylurea